C(#N)C(C(=O)NC=1C=CC=C2C(=CNC12)C1=CC(=NC=C1C)NC(=O)C1CC1)=C(C)C N-(4-(7-(2-Cyano-3-methylbut-2-enamido)-1H-indol-3-yl)-5-methylpyridin-2-yl)cyclopropancarboxamid